CNC=1C(NC(NC1)=O)=O 5-(Methylamino)pyrimidine-2,4(1H,3H)-dione